3-(8-amino-2-(phenylsulfonyl)-5-(pyrimidin-4-yl)-[1,2,4]triazolo[1,5-a]pyrazin-6-yl)benzonitrile NC=1C=2N(C(=C(N1)C=1C=C(C#N)C=CC1)C1=NC=NC=C1)N=C(N2)S(=O)(=O)C2=CC=CC=C2